N-(4-(4-(ethoxymethyl)-4-phenethyl-piperidin-1-yl)benzyl)acetamide C(C)OCC1(CCN(CC1)C1=CC=C(CNC(C)=O)C=C1)CCC1=CC=CC=C1